(2R,3R,4S,5S)-2-(4-Amino-5-(3,4-dimethoxyphenyl)-7H-pyrrolo[2,3-d]pyrimidin-7-yl)-5-((((3-methyl-5-phenylisoxazol-4-yl)methyl)thio)methyl)tetrahydrofuran-3,4-diol NC=1C2=C(N=CN1)N(C=C2C2=CC(=C(C=C2)OC)OC)[C@@H]2O[C@@H]([C@H]([C@H]2O)O)CSCC=2C(=NOC2C2=CC=CC=C2)C